FC(C=1C=C(C=C(C1)C(F)(F)F)C1=CC=C(C=C1)C(=O)C(C#N)C(C(C(F)(F)F)(F)F)=O)(F)F 2-(3',5'-bis(trifluoromethyl)-[1,1'-biphenyl]-4-carbonyl)-4,4,5,5,5-pentafluoro-3-oxopentanenitrile